FC1=C(C(=CC=C1)OC=1C(=NC2=C(C=CC=C2C1)F)C)CCC 2-fluoro-6-[(8-fluoro-2-methylquinolin-3-yl)oxy]phenylpropan